ClC=1N=CC2=C(N1)C=NC(=C2)C2=C(C(=CC(=C2F)OC)OC)Cl 2-chloro-6-(2-chloro-6-fluoro-3,5-dimethoxyphenyl)pyrido[3,4-d]pyrimidine